[2-(3,5-dimethoxy-4-methyl-phenyl)-5-nitro-phenyl]methanol COC=1C=C(C=C(C1C)OC)C1=C(C=C(C=C1)[N+](=O)[O-])CO